(S)-(3-(difluoromethyl)-1-methyl-1H-1,2,4-triazol-5-yl)(4-(5-methylpyrazolo[1,5-a]pyridin-2-yl)-6,7-dihydro-1H-imidazo[4,5-c]pyridin-5(4H)-yl)methanone FC(C1=NN(C(=N1)C(=O)N1[C@@H](C2=C(CC1)NC=N2)C2=NN1C(C=C(C=C1)C)=C2)C)F